C(CCCCCCCCCCCCCCC)OC[C@@H](OCCCCCCCC\C=C/CCCCCCCC)COP(=O)([O-])OCC[N+](C)(C)C 1-palmityl-2-oleyl-sn-glycero-3-phosphocholine